FC(C(=O)NC1=CC=CC=C1)(CC(=C)[C@H]1CC=C(C(C1)=O)C)F (S)-2,2-difluoro-4-(4-methyl-5-oxocyclohex-3-en-1-yl)-N-phenylpent-4-enamide